(S)-cyclopropyl(2,4-dibromophenoxy)acetic acid C1(CC1)[C@@H](C(=O)O)OC1=C(C=C(C=C1)Br)Br